FC=1C=C(C=CC1OC1=CC2=C(N=C(N=C2)SC)N2C1=NCC2)N(C(=O)C2(CC2)C(=O)N)C2=CC=C(C=C2)F N-(3-fluoro-4-((2-(methylthio)-8,9-dihydroimidazo[1',2':1,6]pyrido[2,3-d]pyrimidin-6-yl)oxy)phenyl)-N-(4-fluorophenyl)cyclopropane-1,1-dicarboxamide